7-[(2-hydroxy-2-methyl-propoxy)methyl]imidazo[1,2-a]pyridine-3-carboxylic acid OC(COCC1=CC=2N(C=C1)C(=CN2)C(=O)O)(C)C